C(CCCC)SC1=CC2=CC=CC=C2C=C1 2-naphthyl (pentyl) sulfide